tert-butyl (S)-(1-(3-(2-(trifluoromethyl)pyridin-4-yl)-1,2,4-oxadiazol-5-yl)propyl)carbamate FC(C1=NC=CC(=C1)C1=NOC(=N1)[C@H](CC)NC(OC(C)(C)C)=O)(F)F